2-hydroxy-3-(4-benzoyl-phenoxy)propane sodium [Na].OC(C)COC1=CC=C(C=C1)C(C1=CC=CC=C1)=O